methyl (2R,3S)-3-((methylsulfonyl)amino)-2-(((cis-4-(2-(trifluoromethyl)phenyl)-cyclohexyl)oxy)methyl)piperidine-1-carboxylate CS(=O)(=O)N[C@@H]1[C@@H](N(CCC1)C(=O)OC)CO[C@@H]1CC[C@@H](CC1)C1=C(C=CC=C1)C(F)(F)F